FC1=C(C=CC(=C1)[N+](=O)[O-])N1CCN(CC1)C(C)C (2-fluoro-4-nitrophenyl)-4-isopropylpiperazine